C(#N)C1=CC=C(CNC(=O)C2=NN(C=3C(N(CCC32)CC3(CC3)S(=O)(=O)C3CC3)=O)C[C@@H](C)O)C=C1 |o1:31| (R) or (S)-N-(4-cyanobenzyl)-6-((1-(cyclopropylsulfonyl)cyclopropyl)methyl)-1-(2-hydroxypropyl)-7-oxo-4,5,6,7-tetrahydro-1H-pyrazolo[3,4-c]pyridine-3-carboxamide